2-methyl-N-((S)-2-methyl-5,7-dihydrospiro[cyclopenta[b]pyridine-6,4'-piperidin]-5-yl)propane-2-sulfinamide CC(C)(C)S(=O)N[C@@H]1C=2C(=NC(=CC2)C)CC12CCNCC2